N-((1R,2R)-1-(2,3-dihydrobenzo[b][1,4]dioxin-6-yl)-1-hydroxy-3-(pyrrolidin-1-yl)propan-2-yl)-1-(quinolin-2-yl)pyrrolidine-3-carboxamide O1C2=C(OCC1)C=C(C=C2)[C@H]([C@@H](CN2CCCC2)NC(=O)C2CN(CC2)C2=NC1=CC=CC=C1C=C2)O